C(C)(C)(C)OC(=O)N[C@@H]1[C@@H](CCCC1)N=[N+]=[N-] (1R,2S)-2-(N-tert-butoxycarbonylamino)-1-azidocyclohexane